1-Benzyl-4-[(5,6-dimethoxy-1-indanone-2-YL)methyl]piperidine C(C1=CC=CC=C1)N1CCC(CC1)CC1C(C2=CC(=C(C=C2C1)OC)OC)=O